tert-butyl (S)-7-bromo-2-methyl-2,3-dihydropyrido[2,3-f][1,4]oxazepine-4(5H)-carboxylate BrC=1C=CC2=C(CN(C[C@@H](O2)C)C(=O)OC(C)(C)C)N1